2-(3-Chloro-4-fluorophenyl)acetyl chloride ClC=1C=C(C=CC1F)CC(=O)Cl